2-methyl-6-(1-(tetrahydro-2H-pyran-2-yl)-4-(4,4,5,5-tetramethyl-1,3,2-dioxaborolan-2-yl)-1H-pyrazol-5-yl)pyridine CC1=NC(=CC=C1)C1=C(C=NN1C1OCCCC1)B1OC(C(O1)(C)C)(C)C